Benzyl 4-((7aS,8R)-2-chloro-4-(difluoromethyl)-7,7a,8,9-tetrahydroazeto[1,2-a]pyrido[3,4-f]azepin-8-yl)piperazine-1-carboxylate ClC1=CC2=C(C=CC[C@@H]3N2C[C@H]3N3CCN(CC3)C(=O)OCC3=CC=CC=C3)C(=N1)C(F)F